(R)-1-ethyl-3-(3-methoxy-4-(trifluoromethyl)phenyl)-8-((tetrahydro-2H-pyran-4-yl)methyl)-1,3,8-triazaspiro[4.6]undecane-2,4-dione C(C)N1C(N(C([C@@]12CCN(CCC2)CC2CCOCC2)=O)C2=CC(=C(C=C2)C(F)(F)F)OC)=O